C12C3(CC(CC1)CC2)[C@H]2CC[C@@H](C3)C2 (1S,4R,Z)-spiro[bicyclo[2.2.1]heptane-2,2'-bicyclo[2.2.2]octan]